(S)-2-(TRIPHENYLMETHOXYMETHYL)OXIRANE C1(=CC=CC=C1)C(OC[C@H]1OC1)(C1=CC=CC=C1)C1=CC=CC=C1